tert-butyl (6-(4-allyl-4H-1,2,4-triazol-3-yl)pyridin-2-yl)(2-(allyloxy)-5-fluorobenzoyl)carbamate C(C=C)N1C(=NN=C1)C1=CC=CC(=N1)N(C(OC(C)(C)C)=O)C(C1=C(C=CC(=C1)F)OCC=C)=O